Cl.N1=CC(=C2N1C=CC=C2)C#N Pyrazolo[1,5-a]pyridine-3-carbonitrile hydrochloride